C1N(CC12CCC2)CCOCC2=CC=C(C=N2)C2=CC=1C3=C(N=NC1C=C2F)N(C(N3C(C)C)=O)C 8-(6-((2-(2-azaspiro[3.3]heptan-2-yl)ethoxy)methyl)pyridin-3-yl)-7-fluoro-1-isopropyl-3-methyl-1,3-dihydro-2H-imidazo[4,5-c]cinnolin-2-one